1-([5-(2,5-dichlorophenyl)-1,3-oxazol-2-yl]methylsulfanyl)ethan-1-one ClC1=C(C=C(C=C1)Cl)C1=CN=C(O1)CSC(C)=O